tert-butyl N-[3-[(5-chlorooxazolo[4,5-b]pyridin-2-yl)amino]cyclohexyl]-N-methyl-carbamate ClC1=CC=C2C(=N1)N=C(O2)NC2CC(CCC2)N(C(OC(C)(C)C)=O)C